(R)-3-(5-(3-bromopyridin-2-yl)-1,3,4-oxadiazol-2-yl)-1-(4-methoxybenzyl)-3-vinylpyrrolidin-2-one BrC=1C(=NC=CC1)C1=NN=C(O1)[C@]1(C(N(CC1)CC1=CC=C(C=C1)OC)=O)C=C